C(CCCCCCCCCCC)SC1(C2CC(C(C1)C2)(C)C)C dodecyl-(2,5,5-trimethylbicyclo[2.2.1]heptan-2-yl)sulfane